NC=1C(=NC(=CN1)C1=CC(=NC=C1)C1=C2N(N=C1)CC(C2)(C)C)C(=O)N[C@@H]2CNC[C@H](C2)F 3-amino-6-(2-(5,5-dimethyl-5,6-dihydro-4H-pyrrolo[1,2-b]pyrazol-3-yl)pyridin-4-yl)-N-((3S,5S)-5-fluoropiperidin-3-yl)pyrazine-2-carboxamide